4,4,4-trifluoro-N-(3-(4-fluorophenyl)-1,4-dimethyl-1H-pyrazol-5-yl)-3,3-dimethylbutanamide FC(C(CC(=O)NC1=C(C(=NN1C)C1=CC=C(C=C1)F)C)(C)C)(F)F